C[C@H]1CN(C[C@@H](O1)C)C=1C=2N(C=C(C1)S(=O)(=O)NC1OC(CC1)C)C(=NC2C(CC)C)C(=O)N2C[C@@](CC2)(C(F)(F)F)O 8-((2S,6S)-2,6-dimethylmorpholinyl)-3-((S)-3-hydroxy-3-(trifluoromethyl)pyrrolidine-1-carbonyl)-N-(3-methyloxacyclopentyl)(butane-3-yl)imidazo[1,5-a]pyridine-6-sulfonamide